4-(6-((3-iodo-4-methylphenyl)carbamoyl)-1,2,3,4-tetrahydronaphthalen-1-yl)piperazine-1-carboxylic acid tert-butyl ester C(C)(C)(C)OC(=O)N1CCN(CC1)C1CCCC2=CC(=CC=C12)C(NC1=CC(=C(C=C1)C)I)=O